C(C)(C)(C)OC(=O)N1C(C=2N(CC1)C=CN2)C 8-methyl-6,8-dihydro-5H-imidazo[1,2-a]pyrazine-7-carboxylic acid tert-butyl ester